FC(C(=O)O)(F)F.FC(C(=O)O)(F)F.C1CN(CCC12CCNCC2)CC2CCN(CC2)C2=CC1=C(N(C(N1C)=O)C1C(NC(CC1)=O)=O)C=C2 3-[5-[4-(3,9-diazaspiro[5.5]undecan-3-ylmethyl)-1-piperidyl]-3-methyl-2-oxo-benzimidazol-1-yl]piperidine-2,6-dione di-trifluoroacetate